O=C1OC2=CC(=CC=C2C(=C1)C1=C(C=CC=C1)C)[C@H](CC(=O)N1C[C@H](CCC1)C(=O)O)C (S)-1-((S)-3-(2-oxo-4-(o-tolyl)-2H-chromen-7-yl)butanoyl)piperidine-3-carboxylic acid